4,4-dimethoxytetrahydropyran COC1(CCOCC1)OC